1,3-DIISOBUTYRYLOXYPENTANE C(C(C)C)(=O)OCCC(CC)OC(C(C)C)=O